C(#N)N cyanoammonia